OC(C)(C)NCCCCCCNC(C)(C)O N,N'-bis(hydroxyisopropyl)-hexamethylenediamine